BrC=1C=CC2=CCCC=C2C1Br 7,8-Dibromo-2,3-dihydronaphthalene